The molecule is a cyclodepsipeptide isolated from Jaspis splendens. A derivative of jaspamide, it exhibits anti-tumour activity. It has a role as an antineoplastic agent, an animal metabolite and a marine metabolite. It is a cyclodepsipeptide, a macrocycle, an organobromine compound and an aldehyde. C[C@@H]/1C[C@@H](OC(=O)C[C@@H](NC(=O)[C@H](N(C(=O)[C@@H](NC(=O)[C@H](C/C(=C1)/C=O)C)C)C)CC2=C(NC3=CC=CC=C32)Br)C4=CC=C(C=C4)O)C